1-(3-bromopropyl)-4-(2,3-dichlorophenyl)piperazine BrCCCN1CCN(CC1)C1=C(C(=CC=C1)Cl)Cl